CS1(NC2=C(C1)C=CC(=C2)B2OC(C(O2)(C)C)(C)C)=O 2-methyl-6-(4,4,5,5-tetramethyl-1,3,2-dioxaborolan-2-yl)-3H-2,1-benzothiazole 2-oxide